(4S)-2-((4-(8-(1,3,4-oxadiazol-2-yl)-2-(perfluoroethyl)pyrrolo[1,2-a][1,8]naphthyridin-4-yl)benzyl)oxy)-4-(3-chlorophenyl)-1,3,2-dioxaphosphinane 2-oxide O1C(=NN=C1)C=1C=C2N(C=3N=C(C=C(C3C=C2)C2=CC=C(COP3(OCC[C@H](O3)C3=CC(=CC=C3)Cl)=O)C=C2)C(C(F)(F)F)(F)F)C1